CC1(CC2(COC2)C1)CO (6-methyl-2-oxaspiro[3.3]heptan-6-yl)methanol